N'-((8-cyano-1,2,3,5,6,7-hexahydro-s-indacen-4-yl)carbamoyl)-4-(hydroxymethyl)-2-(2-hydroxypropan-2-yl)thiazole-5-sulfonimidamide C(#N)C=1C=2CCCC2C(=C2CCCC12)NC(=O)N=S(=O)(N)C1=C(N=C(S1)C(C)(C)O)CO